COC(=O)C1=CC=CC=2NN=NC21 1H-1,2,3-benzotriazole-4-carboxylic acid methyl ester